(3S,3'S,4'R)-1'-(6-amino-5-fluoropyrimidin-4-yl)-3-((3-chloro-5-(trifluoromethyl)phenyl)amino)-2-oxo-[1,3'-bipiperidine]-4'-carboxamide NC1=C(C(=NC=N1)N1C[C@H]([C@@H](CC1)C(=O)N)N1C([C@H](CCC1)NC1=CC(=CC(=C1)C(F)(F)F)Cl)=O)F